CN1C=[N+](C=C1)CC1=CC(=CC(=C1)C)C 1-methyl-3-(3,5-dimethylbenzyl)-imidazolium